ClC1=CC(=C(C=C1)C=1C2=C(N=C(N1)N1C[C@H](OCC1)C1=CN=NC(=C1)C)N=C(C(=C2)C)C)F 4-(4-chloro-2-fluorophenyl)-6,7-dimethyl-2-((2R)-2-(6-methyl-4-pyridazinyl)-4-morpholinyl)pyrido[2,3-d]pyrimidine